(2R)-1,1,1,4,4,4-hexafluorobutan-2-amine hydrochloride Cl.FC([C@@H](CC(F)(F)F)N)(F)F